C(C)OC1=NC=C(C(=C1)C1=NN(C=2C1=NC=C(C2)C(=O)N[C@@]2([C@@H](CCC2)O)C)C(C)C)F 3-(2-ethoxy-5-fluoropyridin-4-yl)-N-((1S,2R)-2-hydroxy-1-methylcyclopentyl)-1-isopropyl-1H-pyrazolo[4,3-b]pyridine-6-carboxamide